C1(=CC=C(C=C1)COC1=NN=C(S1)C(=O)O)C1=CC=CC=C1 5-([1,1'-biphenyl]-4-ylmethoxy)-1,3,4-thiadiazole-2-carboxylic acid